C1(CCC1)C1(NC(NC1=O)=O)CNC(=O)C=1C(=CC(=CC1)F)C1=CC=C(C=C1)C(F)(F)F N-[(4-cyclobutyl-2,5-dioxoimidazolidin-4-yl)methyl]-5-fluoro-4'-(trifluoromethyl)[biphenyl]-2-carboxamide